ClC1=CC(=C(N=N1)C(=O)NC([2H])([2H])[2H])NC1=NC=CC=C1SC 6-chloro-N-(methyl-d3)-4-((3-(methylthio)pyridin-2-yl)amino)pyridazine-3-carboxamide